C(C)(=O)NCCCCNS(=O)(=O)C=1C=C(C=CC1C)NC([C@@H](C)N1N=CC(=C(C1=O)Cl)Cl)=O (2R)-N-[3-(4-acetamidobutylsulfamoyl)-4-methyl-phenyl]-2-(4,5-dichloro-6-oxo-pyridazin-1-yl)propanamide